8-methyl-7-(3-(5-methylthiazol-4-yl)-7,8-dihydro-1,6-naphthyridin-6(5H)-yl)-4H-pyrimido[1,2-b]pyridazin-4-one CC1=CC=2N(N=C1N1CC=3C=C(C=NC3CC1)C=1N=CSC1C)C(C=CN2)=O